C1(CC1)OC1=CC=C(C=N1)S(=O)(=O)N1N=C2C(=C1)CN(C2)C(=O)OC(C)(C)C tert-butyl 2-[(6-cyclopropoxypyridin-3-yl)sulfonyl]-2H,4H,5H,6H-pyrrolo[3,4-c]pyrazole-5-carboxylate